4-(2-(Benzyloxy)-6-fluorophenyl)piperidine C(C1=CC=CC=C1)OC1=C(C(=CC=C1)F)C1CCNCC1